NC=1C2=C(N=CN1)N(C(=C2C2=CC=C(C=C2)OC2=NC(=CC=C2)C)C2CCN(CC2)C(\C=C\C)=O)C (E)-1-(4-(4-amino-7-methyl-5-(4-((6-methylpyridin-2-yl)oxy)phenyl)-7H-pyrrolo[2,3-d]pyrimidin-6-yl)piperidin-1-yl)but-2-en-1-one